di-(4-chloronaphthyl)methylene(cyclopentadienyl)(3,6-di-tert-butylfluorenyl)zirconium dichloride [Cl-].[Cl-].ClC1=CC=C(C2=CC=CC=C12)C(=[Zr+2](C1=CC(=CC=2C3=CC(=CC=C3CC12)C(C)(C)C)C(C)(C)C)C1C=CC=C1)C1=CC=C(C2=CC=CC=C12)Cl